COC(=O)[N-]S(=O)(=O)[N+](CC)(CC)CC Methoxycarbonyl-(triethylammonio)sulfonyl-azanide